N-methoxy-3-((4-methoxyphenyl)amino)-N-methyl-5-(2,2,2-trifluoroethoxy)pyrazine-2-carboxamide CON(C(=O)C1=NC=C(N=C1NC1=CC=C(C=C1)OC)OCC(F)(F)F)C